(S)-1-((tert-butyldiphenylsilyl)oxy)-3-(tritylthio)propan-2-amine [Si](C1=CC=CC=C1)(C1=CC=CC=C1)(C(C)(C)C)OC[C@@H](CSC(C1=CC=CC=C1)(C1=CC=CC=C1)C1=CC=CC=C1)N